(4-(4-aminopiperidin-1-yl)-7-(3-fluoro-4-methoxyphenyl)-3-oxo-2,3-dihydro-1H-pyrrolo[3,4-c]pyridin-6-yl)-2-fluorobenzonitrile NC1CCN(CC1)C1=NC(=C(C2=C1C(NC2)=O)C2=CC(=C(C=C2)OC)F)C=2C(=C(C#N)C=CC2)F